ClC=1C=C(C=CC1)C(CC(=O)OC)C#CCN1CCCCC1 methyl 3-(3-chlorophenyl)-6-(piperidin-1-yl)hex-4-ynoate